2-(4-chlorosulfonylphenyl)ethyltrimethoxysilane ClS(=O)(=O)C1=CC=C(C=C1)CC[Si](OC)(OC)OC